calcium sodium diphosphate [O-]P([O-])(=O)OP(=O)([O-])O.[Na+].[Ca+2]